1-BENZOFURAN-5-CARBALDEHYDE O1C=CC2=C1C=CC(=C2)C=O